5-((5-chloro-4-(cyclopentylamino)pyrimidin-2-yl)amino)-7-fluorobenzo[c][1,2]oxaborol-1(3H)-ol ClC=1C(=NC(=NC1)NC1=CC2=C(B(OC2)O)C(=C1)F)NC1CCCC1